N-(p-tolyl)benzothiazolium methyl-(R)-3-(pyrrolidin-3-yl)isoxazole-5-carboxylate hydrochloride Cl.COC(=O)C1=CC(=NO1)[C@H]1CNCC1.C1(=CC=C(C=C1)[N+]1=CSC2=C1C=CC=C2)C